butanediamine iodide [I-].C(CCC)(N)N